9-(4-chloro-2-fluorophenyl)-2,3-dimethyl-7-[(2R)-2-(2-methylpyridin-4-yl)morpholin-4-yl]pyrimido[1,2-b]pyridazin-4-one ClC1=CC(=C(C=C1)C=1C=2N(N=C(C1)N1C[C@H](OCC1)C1=CC(=NC=C1)C)C(C(=C(N2)C)C)=O)F